[4-FLUORO-3-(HYDROXYMETHYL)PHENYL]BORONIC ACID FC1=C(C=C(C=C1)B(O)O)CO